ClC1=C(C=CC(=C1)C(=O)N1[C@H]([C@@H](N(CC1)C1=CC(=CC=C1)Cl)C)C)S(=O)C(C(=O)OCC)C (±)-Ethyl 2-((2-chloro-4-(4-(3-chlorophenyl)-trans-2,3-dimethylpiperazine-1-carbonyl)phenyl)sulfinyl)propanoate